tert-Butyl 5-cyclobutylpyridin-2-ylcarbamate C1(CCC1)C=1C=CC(=NC1)NC(OC(C)(C)C)=O